(S)-N-(3-(6-amino-2-(difluoromethyl)-3,3-difluoro-2,3,4,5-tetrahydropyridin-2-yl)-4-fluorophenyl)-5-methoxypyridineamide NC=1CCC([C@@](N1)(C(F)F)C=1C=C(C=CC1F)NC(=O)C1=NC=C(C=C1)OC)(F)F